Benzyl 4-[3-[(1R)-1-[[5-[(1R,5S)-8-(cyclopropylmethyl)-3,8-diazabicyclo[3.2.1]octan-3-yl]-2-methyl-benzoyl]amino]ethyl]-5-methoxy-phenyl]-1-methyl-pyrrole-2-carboxylate C1(CC1)CN1[C@H]2CN(C[C@@H]1CC2)C=2C=CC(=C(C(=O)N[C@H](C)C=1C=C(C=C(C1)OC)C=1C=C(N(C1)C)C(=O)OCC1=CC=CC=C1)C2)C